azidotrimethylsilicon N(=[N+]=[N-])[Si](C)(C)C